C(C)(C)(C)OC(=O)N1C[C@@H](CCC1)N(C(C1=CC=C(C=C1)C=1N=NN(N1)C)=O)C1=NC=CC2=CC(=CC=C12)Br.FC(C=1C=C(C=CC1)Cl)(F)F 3-(trifluoromethyl)chlorobenzene tert-butyl-(R)-3-(N-(6-bromoisoquinolin-1-yl)-4-(2-methyl-2H-tetrazol-5-yl)benzamido)piperidine-1-carboxylate